C(C)OC1=C(C(=CC=C1)OCC)P(NC(=O)N1C2=CC=CC=C2C=2C=CC=CC12)C1=C(C=CC=C1OCC)OCC N-(bis(2,6-diethoxyphenyl)phosphino)-carbazole-9-carboxamide